ethylene glycol dibutyrate C(CCC)(=O)OCCOC(CCC)=O